N-(2-(dimethylamino)ethyl)-2-(8-formyl-7-hydroxy-2-methyl-4-oxo-4H-chromen-3-yl)acetamide hydrochloride Cl.CN(CCNC(CC1=C(OC2=C(C(=CC=C2C1=O)O)C=O)C)=O)C